ClC1=NC2=C(N1C1=CC=C(C=N1)C=O)C=C(C=C2)OC 6-(2-chloro-6-methoxy-1H-1,3-benzodiazol-1-yl)pyridine-3-carbaldehyde